4-(3-(1-acetyl-4-hydroxypiperidin-4-yl)-5-((1-(3-cyano-2-methylphenyl)Ethyl)amino)-1,7-dimethyl-2-oxo-1,2-dihydro-1,6-naphthyridin-8-yl)-2-methylbut-3-yne C(C)(=O)N1CCC(CC1)(O)C=1C(N(C2=C(C(=NC(=C2C1)NC(C)C1=C(C(=CC=C1)C#N)C)C)C#CC(C)C)C)=O